C1(CC1)C=1N=NN(C1)[C@H](C(=O)N1[C@@H](C[C@H](C1)O)C(=O)NC(C1=CC=C(C=C1)C)C1=CC(=CC=C1)S(=O)(=O)C)C(C)(C)C (2S,4R)-1-[(2S)-2-(4-cyclopropyltriazol-1-yl)-3,3-dimethyl-butanoyl]-4-hydroxy-N-[(3-methylsulfonylphenyl)-(p-tolyl)methyl]pyrrolidine-2-carboxamide